diallylmethylindenyl-silane C(C=C)C(CC=C)[SiH2]C1C=CC2=CC=CC=C12